ClC=1C=NNC1C(=O)N1[C@@H](CCC1)C1=NC=CC=C1 2-[(2S)-1-[(4-chloro-1H-pyrazol-5-yl)carbonyl]pyrrolidin-2-yl]pyridine